C(C1=CC=CC=C1)N1CC2(CC(C2)OCC2=CC=CC=C2)C(C1)=O 6-benzyl-2-(benzyloxy)-6-azaspiro[3.4]octan-8-one